COC1=C(C(=C2CCCN3C2=C1CCC3)OC)CC=3C(=C1CCCN2C1=C(C3OC)CCC2)OC Bis(8,10-dimethoxy-2,3,6,7-tetrahydro-1H,5H-pyrido[3,2,1-ij]quinolin-9-yl)methane